(R)-2-(1-(4-amino-3-(2,3-difluoro-4-isopropoxyphenyl)-1H-pyrazolo[3,4-d]pyrimidin-1-yl)ethyl)-3-phenylquinazolin-4(3H)-one NC1=C2C(=NC=N1)N(N=C2C2=C(C(=C(C=C2)OC(C)C)F)F)[C@H](C)C2=NC1=CC=CC=C1C(N2C2=CC=CC=C2)=O